C(C)OC(C(C1=CC=C(C=C1)OC(F)(F)F)=[N+]=[N-])=O 2-diazo-2-[4-(trifluoromethoxy)phenyl]acetic acid ethyl ester